γ-acryloxypropylmethyldiethoxysilane tert-butyl-(5-(3,6-dihydro-2H-pyran-4-yl)-6-((dimethylamino)methyl)pyridin-2-yl)carbamate C(C)(C)(C)N(C(O)=O)C1=NC(=C(C=C1)C=1CCOCC1)CN(C)C.C(C=C)(=O)OCCC[Si](OCC)(OCC)C